5-nitro-2,4,6-triaminopyrimidine [N+](=O)([O-])C=1C(=NC(=NC1N)N)N